2-PYRROLIDIN-1-YLPROPANOIC ACID N1(CCCC1)C(C(=O)O)C